C(C)(C)OC(=O)N=NC(OC(C)C)=O isopropyl N-isopropoxycarbonyliminocarbamate